OCC1CN(C1)C=1SC2=C(N1)C=C(C(=C2)NC(=O)C2=NC(=CC=C2)C(F)(F)F)C(=O)OC Methyl 2-[3-(hydroxymethyl)azetidin-1-yl]-6-[[6-(trifluoromethyl)pyridine-2-carbonyl]amino]-1,3-benzothiazole-5-carboxylate